6-[1-(2,6-dioxo-3-piperidyl)-3-methyl-2-oxo-benzimidazol-5-yl]hexanal O=C1NC(CCC1N1C(N(C2=C1C=CC(=C2)CCCCCC=O)C)=O)=O